C(CCCCCCC(=O)O)CCCCCCO The molecule is an omega-hydroxy-long-chain fatty acid that is myristic (tetradecanoic) acid substituted at position 14 by a hydroxy group. It derives from a tetradecanoic acid. It is a conjugate acid of a 14-hydroxymyristate.